ClC1=CC(=C(C=C1)C=1C2=C(N=C(N1)[C@@H]1C[C@@H](OCC1)C=1C=NN(C1)C1CC1)N=C(C(=C2)C)C)F 4-(4-chloro-2-fluorophenyl)-2-((2R,4S)-2-(1-cyclopropyl-1H-pyrazol-4-yl)tetrahydro-2H-pyran-4-yl)-6,7-dimethylpyrido[2,3-d]pyrimidine